ClC1=C(OCCC2=CC=C(N2C(C)C)C(=O)NC=2C=C(C=CC2C(F)(F)F)CC(=O)O)C=C(C=C1F)F 2-[3-[[5-[2-(2-Chloro-3,5-difluorophenoxy)ethyl]-1-propane-2-ylpyrrole-2-carbonyl]amino]-4-(Trifluoromethyl)phenyl]acetic acid